ClC1=CC=C(C=C1)CC(=O)N1CC2(C1)C=C(C(C(C2)(C)C)=O)C#N 2-[(4-chlorophenyl)acetyl]-8,8-dimethyl-7-oxo-2-azaspiro[3.5]non-5-ene-6-carbonitrile